[O-]CC.[O-]CC.[O-]CC.N(CCO)(CCO)CCO.N(CCO)(CCO)CCO bis(triethanolamine) triethoxide